2-[1-[2-chloro-4-[[(3S)-2,6-dioxo-3-piperidyl]amino]-6-fluoro-phenyl]-4-hydroxy-4-piperidyl]acetic acid HCl salt Cl.ClC1=C(C(=CC(=C1)N[C@@H]1C(NC(CC1)=O)=O)F)N1CCC(CC1)(O)CC(=O)O